4-((2-((2S,5S)-5-amino-2-methylpiperidin-1-yl)pyrido[2,3-b]pyrazin-6-yl)thio)-3-chloropyridin-2-amine N[C@H]1CC[C@@H](N(C1)C=1N=C2C(=NC1)N=C(C=C2)SC2=C(C(=NC=C2)N)Cl)C